silver bis(pyridine) silver permanganate [Mn](=O)(=O)(=O)[O-].[Ag+].N1=CC=CC=C1.N1=CC=CC=C1.[Ag+].[Mn](=O)(=O)(=O)[O-]